FC1(CN(CCC1O)C1=NC=CC(=N1)NC=1N=CC2=C(N=CC(=C2C1)C(C)C1COC1)N1[C@@H](CC1)C)C 3-fluoro-3-methyl-1-(4-((8-((R)-2-methylazetidin-1-yl)-5-(1-(oxetan-3-yl)ethyl)-2,7-naphthyridin-3-yl)amino)pyrimidin-2-yl)piperidin-4-ol